(R)-8-(quinolin-3-ylsulfonyl)-1-oxa-8-azaspiro[4.5]Decan-3-amine N1=CC(=CC2=CC=CC=C12)S(=O)(=O)N1CCC2(C[C@H](CO2)N)CC1